ethyl 1-tetrahydrofuran-2-ylcyclobutanecarboxylate O1C(CCC1)C1(CCC1)C(=O)OCC